[Cl-].CN1CN(C=C1)CCC[Si](OCC)(OCC)OCC 1-methyl-3-[(triethoxysilyl)propyl]imidazole chloride